3-Fluoro-N-((1S,4S)-4-hydroxycyclohexyl)-5-((6-(3-methylisoxazol-4-yl)-1-oxoisoquinolin-2(1H)-yl)methyl)benzamide FC=1C=C(C(=O)NC2CCC(CC2)O)C=C(C1)CN1C(C2=CC=C(C=C2C=C1)C=1C(=NOC1)C)=O